BrC=1C=C(C(=NC1)C=1N=NC(=CC1)N1CC(NCC1)C(C)C)OCOC 3-[5-bromo-3-(methoxymethoxy)-2-pyridyl]-6-(3-isopropylpiperazin-1-yl)pyridazine